Cl.N[C@H](C(=O)NC1=CC(=C(C=C1)SCC1=CC=CC=C1)C#N)CC1=CC=CC=C1 (S)-2-amino-N-(4-(benzylsulfanyl)-3-cyanophenyl)-3-phenylpropionamide hydrochloride